N-(4-(4-amino-7-(1-isobutyrylpiperidin-4-yl)pyrrolo[2,1-f][1,2,4]triazin-5-yl)phenyl)-3-(3-cyanophenyl)-1-isopropyl-2,4-dioxo-1,2,3,4-tetrahydropyrimidine-5-carboxamide NC1=NC=NN2C1=C(C=C2C2CCN(CC2)C(C(C)C)=O)C2=CC=C(C=C2)NC(=O)C=2C(N(C(N(C2)C(C)C)=O)C2=CC(=CC=C2)C#N)=O